O=C1OC2=C(C=CC=C2C=C1)C(=O)N 2-oxo-2H-chromene-8-amide